C(CCCCCCCCCCCCCCCCC)(=O)O.C(CCCCCCCCCCCCCCCCC)(=O)O.C(C)(C)(C)C1=C(CP(O)(O)=O)C(=CC(=C1)O)C(C)(C)C 2,6-di-t-butyl-4-hydroxybenzyl-phosphonic acid distearate